(+/-)-N5-((1R,5S,6r)-3-Oxabicyclo[3.1.0]hexan-6-yl)-N7-methyl-3-(pyridin-3-yl)-2,3-dihydrobenzofuran-5,7-dicarboxamid [C@H]12COC[C@@H]2C1NC(=O)C=1C=C(C2=C(C(CO2)C=2C=NC=CC2)C1)C(=O)NC